FC=1C=C(C=C(C1F)F)C=1N=NN(C1)[C@@H]1[C@H]([C@@H](SC=2C(=NC=C(C2)Cl)C2=CC=NC=C2)O[C@@H]([C@@H]1O)CO)OC 5-Chloro-2-(pyridin-4-yl)pyridin-3-yl 3-deoxy-3-[4-(3,4,5-trifluorophenyl)-1H-1,2,3-triazol-1-yl]-2-O-methyl-1-thio-α-D-galactopyranoside